CC(C(=O)C1=CC=C(C=C1)OCCO)(C)O 2-methyl-2-hydroxy-1-[4-(2-hydroxyethoxy)phenyl]-1-propanone